2-amino-N-((8S)-4-methoxy-5,6,7,8-tetrahydro-8-quinolinyl)-3-methyl-N-((5-(trifluoromethyl)-2-pyridinyl)methyl)-6-quinolinecarboxamide NC1=NC2=CC=C(C=C2C=C1C)C(=O)N(CC1=NC=C(C=C1)C(F)(F)F)[C@H]1CCCC=2C(=CC=NC12)OC